COC1=CC=C(C=C1)C(=O)N1CCC(CC1)CCCC1=CC=CC=C1 (4-Methoxy-phenyl)-[4-(3-phenyl-propyl)-1-piperidyl]methanone